NC=1N=C(C(=NC1)C#CC1CC(C1)CO)Cl (3-((5-amino-3-chloropyrazin-2-yl)ethynyl)cyclobutyl)methanol